CC=1NC(=C(C(C1C(=O)OC(C)(C)C)C1=CC(=C2C=CC=CC=C12)C(=O)OC)C(=O)OC(C)(C)C)C 2,6-dimethyl-4-(3-methoxycarbonyl-1-azulenyl)-3,5-di-tertiary butoxycarbonyl-1,4-dihydropyridine